N-(beta-aminoethyl)-gamma-aminopropyl-trimethyl-(ethoxysilane) NCCNCCCC[Si](OCC)(C)C